ClC1=C(C(=O)OC)C=C(C=N1)NC1=NC=CC2=CC(=CC=C12)O methyl 2-chloro-5-((6-hydroxyisoquinolin-1-yl)amino)nicotinate